FC(C)(F)C1=NC(=CC(=N1)NC1=CC(=NC=C1OCC)NC(C)=O)C=1C=NN(C1)C(F)F N-(4-((2-(1,1-difluoroethyl)-6-(1-(difluoromethyl)-1H-pyrazol-4-yl)pyrimidin-4-yl)amino)-5-ethoxypyridin-2-yl)acetamide